C(N)(O[C@@]1(C(CCC2=CC(=CC=C12)C1=CC=C(C=C1)OCC)(C)C)[C@@H]1CN2CCC1CC2)=O (S)-quinuclidin-3-yl((R)-6-(4-ethoxyphenyl)-2,2-dimethyl-1,2,3,4-tetrahydronaphthalen-1-yl) carbamate